FC=1C=C(C=CC1N(C(CC)=O)C)C=1C=CC(=NC1)C(=O)NCC=1C=NC=CC1 5-(3-fluoro-4-(N-methylpropanamidyl)phenyl)-N-(pyridin-3-ylmethyl)pyridineamide